methyl 4-cyano-3-hydroxybenzoate C(#N)C1=C(C=C(C(=O)OC)C=C1)O